9,9-bis(3-(3-trifluoromethylphenyl)-4-hydroxyphenyl)fluorene FC(C=1C=C(C=CC1)C=1C=C(C=CC1O)C1(C2=CC=CC=C2C=2C=CC=CC12)C1=CC(=C(C=C1)O)C1=CC(=CC=C1)C(F)(F)F)(F)F